CN1C(=NN=C1)SC(C)C=1C=C(C=CC1)N1N=CC(=N1)C=1C=C(C(=O)N)C=CC1 3-(2-(3-(1-(4-methyl-4H-1,2,4-triazol-3-ylthio)ethyl)phenyl)-2H-1,2,3-triazol-4-yl)benzamide